C1(=CC=CC=C1)N1N=CN=C1C1=CC=CC=C1 1,5-Diphenyl-1H-1,2,4-triazol